4-((2S,4r,6S)-2-cyano-7-((5-methoxy-7-methyl-1H-indol-4-yl)methyl)-7-azaspiro[3.5]nonan-6-yl)-N-(thiazol-2-ylmethyl)benzamide C(#N)C1CC2(C1)C[C@H](N(CC2)CC2=C1C=CNC1=C(C=C2OC)C)C2=CC=C(C(=O)NCC=1SC=CN1)C=C2